2-cyano-1-(6-(1-(furoyl)pyrrolidine-3-yl)hexyl)-3-(4-pyridinyl)guanidine C(#N)N=C(NCCCCCCC1CN(CC1)C(=O)C=1OC=CC1)NC1=CC=NC=C1